OC1=CC=C2C(=CC(OC2=C1C(=O)N1CCCC2=CC=CC=C12)=O)CCCC(=O)OCC Ethyl 4-(7-hydroxy-2-oxo-8-(1,2,3,4-tetrahydroquinoline-1-carbonyl)-2H-chromen-4-yl)butanoate